C(C)(=O)N1C(C2=C(C1=O)C=C(S2)C2=NC(=NC=C2F)NC2=C(C=CC(=C2)N2CCN(CC2)C)OC(F)(F)F)(C)C 5-acetyl-2-(5-fluoro-2-((5-(4-methylpiperazin-1-yl)-2-(trifluoromethoxy)phenyl)amino)pyrimidine-4-yl)-6,6-dimethyl-5,6-dihydro-4H-thieno[2,3-c]pyrrole-4-one